2-(naphthalen-2-yl)-1-phenylpropan-2-en-1-one C1=C(C=CC2=CC=CC=C12)C(C(=O)C1=CC=CC=C1)=C